(4-(2,5-dichlorobenzyl)piperazin-1-yl)-2-(1H-imidazol-2-yl)pyrido[3,4-b]pyrazine ClC1=C(CN2CCN(CC2)C2=C(N=C3C(=N2)C=NC=C3)C=3NC=CN3)C=C(C=C1)Cl